C(=O)O.FC1(CN(CC1)CC1=CC=C(NC=2C(=NC(=C(N2)NC)C=2C3=C(C=NC2)N(C=N3)C)C(=O)N)C=C1)F 3-[4-[(3,3-difluoropyrrolidin-1-yl)methyl]anilino]-5-(methylamino)-6-(3-methylimidazo[4,5-c]pyridin-7-yl)pyrazine-2-carboxamide formate salt